FC1=C(C=CC(=C1)OC[C@@H](CN1N=CN=N1)O)C(=O)N1C[C@H](CC1)C1=CC=C(C=C1)F (2-Fluoro-4-((R)-2-hydroxy-3-(2H-tetrazol-2-yl)propoxy)phenyl)((R)-3-(4-fluorophenyl)pyrrolidin-1-yl)methanon